methyl 5-(5-(((5-fluoro-2,3-dihydrobenzofuran-4-yl)methyl)amino)pyrido[3,4-d]pyridazin-8-yl)-1-methyl-1H-pyrazole-3-carboxylate FC=1C=CC2=C(CCO2)C1CNC1=NC=C(C=2C1=CN=NC2)C2=CC(=NN2C)C(=O)OC